10'-(2-(4-methylpiperazin-1-yl)ethyl)-1',2',3',4',7',8'-hexahydrospiro[cyclopropane-1,9'-pyrido[4',3':3,4]pyrazolo[1,5-a][1,4]diazepin]-11'(10'H)-one dihydrochloride Cl.Cl.CN1CCN(CC1)CCN1C(C=2N(CCC13CC3)N=C3C2CNCC3)=O